3-fluoro-4-[(1S,2S)-2-(4,4,5,5-tetramethyl-1,3,2-dioxaborolan-2-yl)cyclopropyl]pyridine FC=1C=NC=CC1[C@@H]1[C@H](C1)B1OC(C(O1)(C)C)(C)C